2-(2,6-dioxopiperidin-3-yl)-5-((4-(thieno[2,3-d]pyrimidin-2-yl)-3,6-dihydropyridine-1(2H)-yl)methyl)isoindoline-1,3-dione O=C1NC(CCC1N1C(C2=CC=C(C=C2C1=O)CN1CCC(=CC1)C=1N=CC2=C(N1)SC=C2)=O)=O